5-((2-fluorobenzyl)oxy)-2,3-dihydro-1H-inden-1-one FC1=C(COC=2C=C3CCC(C3=CC2)=O)C=CC=C1